3-(5-((8-(piperidin-1-yl)octyl)amino)benzofuran-3-yl)piperidine-2,6-dione N1(CCCCC1)CCCCCCCCNC=1C=CC2=C(C(=CO2)C2C(NC(CC2)=O)=O)C1